CC1=C(C#N)C=CC=C1[C@@H](C)NC1=NN=C(C2=CC=C(C=C12)N1CC2(C1)C(N(CC2)C)=O)C (R)-2-methyl-3-(1-((4-methyl-7-(6-methyl-5-oxo-2,6-diazaspiro[3.4]octan-2-yl)phthalazin-1-yl)amino)ethyl)benzonitrile